COC1=C(C=CC(=C1)N1N=CC=N1)C=1N=C2N(C=CC(=N2)C=2CC(NC(C2)(C)C)(C)C)C1 (2-methoxy-4-(2H-1,2,3-triazol-2-yl)phenyl)-7-(2,2,6,6-tetramethyl-1,2,3,6-tetrahydropyridin-4-yl)imidazo[1,2-a]pyrimidine